Methyl-5-benzyl-3-((1,3-diisopropyl-1H-pyrazole-5-carboxamido)methyl)-4,5-dihydroisoxazole CC1C(=NOC1CC1=CC=CC=C1)CNC(=O)C1=CC(=NN1C(C)C)C(C)C